ClC=1C(=NC=C(C1)C(F)(F)F)N1C(SC2=C1C=CC(=C2)OC(C(=O)O)CCCC)=O 2-(3-(3-chloro-5-(trifluoromethyl)pyridin-2-yl)-2-oxo-2,3-dihydrobenzothiazol-6-yloxy)hexanoic acid